BrC=1C=C2C(=NC1)C(CC2)O 3-bromo-5h,6h,7h-cyclopenta[b]pyridin-7-ol